P(=O)(OC[C@@H](COC(CCCCCCCCCCCCCCC)=O)OC(CCCC(\C=C\C(=O)O)=O)=O)(OCC[N+](C)(C)C)[O-] [(2R)-2-[(E)-7-carboxy-5-oxohept-6-enoyl]oxy-3-hexadecanoyloxypropyl] 2-(trimethylazaniumyl)ethyl phosphate